ClC=1C=CC2=C(OCC(=N2)C2=CC=C(C=C2)C2=CC(=C(C=C2)O)O)C1 4'-(7-chloro-2H-benzo[b][1,4]oxazin-3-yl)-[1,1-biphenyl]-3,4-diol